C1=CC=CC=2C3=CC=CC=C3C(=C(C12)OCCO)C=1C2=CC=CC=C2C=2C=CC=CC2C1OCCO 2,2'-([9,9'-biphenanthrene]-10,10'-diylbis(oxy))bis(ethan-1-ol)